CC(C)(N)C dimethyl-aminoethane